FC(C1=NN=C(S1)C1=NC=C2N1C=C(C=C2N2CCC(CC2)C(C)(C)O)S(=O)(=O)NC2(CC2)C)F 3-(5-(difluoromethyl)-1,3,4-thiadiazol-2-yl)-8-(4-(2-hydroxypropan-2-yl)piperidin-1-yl)-N-(1-methylcyclopropyl)imidazo[1,5-a]pyridine-6-sulfonamide